[6-(2-methylpyridin-4-yl)-3,4-dihydro-naphthalen-1-yl]methylamine, hydrochloride Cl.CC1=NC=CC(=C1)C=1C=C2CCC=C(C2=CC1)CN